Cl.Cl.C1(CC1)CN1C=NC(=C1)N 1-(cyclopropylmethyl)-1H-imidazol-4-amine dihydrochloride